2,2-difluoro-N,N-dimethyl-2-(5-(4,4,5,5-tetramethyl-1,3,2-dioxaborolan-2-yl)benzo[d]thiazol-2-yl)ethanamine FC(CN(C)C)(C=1SC2=C(N1)C=C(C=C2)B2OC(C(O2)(C)C)(C)C)F